7-[(benzyloxy)carbonyl]-1,4-dioxa-7-azaspiro[4.4]nonane-9-carboxylic acid C(C1=CC=CC=C1)OC(=O)N1CC2(OCCO2)C(C1)C(=O)O